5-(tert-butyl)-N-(2-methyl-4-(3-(3-(trifluoromethyl)piperazin-1-yl)pyridin-4-yl)benzyl)-1,2,4-oxadiazole-3-carboxamide hydrochloride Cl.C(C)(C)(C)C1=NC(=NO1)C(=O)NCC1=C(C=C(C=C1)C1=C(C=NC=C1)N1CC(NCC1)C(F)(F)F)C